(4R)-4-[3-Oxo-3-[3-[5-[3-(trifluoromethyl)pyrrolidin-1-yl]pyrimidin-2-yl]azetidin-1-yl]propyl]oxazolidin-2-one O=C(CC[C@H]1NC(OC1)=O)N1CC(C1)C1=NC=C(C=N1)N1CC(CC1)C(F)(F)F